C(C)(=O)NC1=C(C(=O)NC=2SC(=C(N2)C)[N+](=O)[O-])C=CC(=C1)NCCCNC(C[C@H]1C=2N(C3=C(C(=N1)C1=CC=C(C=C1)Cl)C(=C(S3)C)C)C(=NN2)C)=O (S)-2-Acetamido-4-((3-(2-(4-(4-chlorophenyl)-2,3,9-trimethyl-6H-thieno[3,2-f][1,2,4]triazolo[4,3-a][1,4]diazepin-6-yl)acetamido)propyl)amino)-N-(4-methyl-5-nitrothiazol-2-yl)benzamide